C(CC)[Sn](OCCCC)(OCCCC)OCCCC n-propyl-tris(butoxy)tin